2,6-difluorophenol FC1=C(C(=CC=C1)F)O